3-bromo-6-methyl-4-(1-methyl-2-oxo-5-phenyl-1,2-dihydropyridin-4-yl)-2-(1-(trifluoromethyl)-1H-pyrazol-4-yl)-1,6-dihydro-7H-pyrrolo[2,3-c]pyridin-7-one BrC1=C(NC=2C(N(C=C(C21)C2=CC(N(C=C2C2=CC=CC=C2)C)=O)C)=O)C=2C=NN(C2)C(F)(F)F